Salicyluric acid O=C(O)CNC(=O)C1C=CC=CC=1O